[NH+]1=CC=CC=C1.C(C1=CC=CC=C1)Cl benzyl chloride pyridinium salt